1-[6-bromo-3-(2-oxaspiro[3.3]heptan-6-yloxy)-2-pyridyl]-N,N-dimethyl-methanamine BrC1=CC=C(C(=N1)CN(C)C)OC1CC2(COC2)C1